tert-butyl 6-[4-cyclobutyl-1-cyclopropyl-6-[8-ethynyl-7-fluoro-3-(methoxymethoxy)-1-naphthyl]-7-fluoro-pyrazolo[4,3-c]pyridin-3-yl]-3-azabicyclo[3.1.0]hexane-3-carboxylate C1(CCC1)C1=NC(=C(C2=C1C(=NN2C2CC2)C2C1CN(CC21)C(=O)OC(C)(C)C)F)C2=CC(=CC1=CC=C(C(=C21)C#C)F)OCOC